((1R,5S,6s)-6-((4-(2-aminopropan-2-yl)-6-(3,4-difluorophenyl)pyridin-2-yl)oxy)-3-azabicyclo[3.1.0]hexan-3-yl)(3-(1-hydroxyethyl)-1-(pyrimidin-2-yl)-1H-pyrazol-4-yl)methanone NC(C)(C)C1=CC(=NC(=C1)C1=CC(=C(C=C1)F)F)OC1[C@@H]2CN(C[C@H]12)C(=O)C=1C(=NN(C1)C1=NC=CC=N1)C(C)O